2-(6-bromo-1,2-benzoxazol-3-yl)acetic acid BrC1=CC2=C(C(=NO2)CC(=O)O)C=C1